2-((1H-benzo[d]imidazol-2-yl)oxy)-N,N-dimethylethan-1-amine N1C(=NC2=C1C=CC=C2)OCCN(C)C